(1R,4R,5R)-2-azabicyclo[2.2.1]heptan-5-yl 5-cyclopropyl-3-(2,6-dichlorophenyl)isoxazole-4-carboxylate HCl salt Cl.C1(CC1)C1=C(C(=NO1)C1=C(C=CC=C1Cl)Cl)C(=O)O[C@H]1[C@H]2CN[C@@H](C1)C2